C(C)(C)(C)OC(=O)N1CC(=CC1)C=1OC(=NN1)[C@@]12CN(C[C@]2(C1)C(F)(F)F)C1=C2C=CC=NC2=C(C=C1)C#N 3-(5-((1S,5R)-3-(8-cyanoquinolin-5-yl)-5-(trifluoromethyl)-3-azabicyclo[3.1.0]hexan-1-yl)-1,3,4-oxadiazol-2-yl)-2,5-dihydro-1H-pyrrole-1-carboxylic acid tert-butyl ester